5-((S)-2-((4-(2-(4-((2-(5-methyl-1,2,4-oxadiazol-3-yl)Pyrimidin-5-yl)oxy)phenyl)propan-2-yl)phenoxy)methyl)azetidin-1-yl)isoindoline-1,3-dione CC1=NC(=NO1)C1=NC=C(C=N1)OC1=CC=C(C=C1)C(C)(C)C1=CC=C(OC[C@H]2N(CC2)C=2C=C3C(NC(C3=CC2)=O)=O)C=C1